2-[3-(4-chloro-3-fluorophenyl)-1-ethyl-1H-1,2,4-triazol-5-yl]-N-[(3,5-dimethylphenyl)methyl]acetamide ClC1=C(C=C(C=C1)C1=NN(C(=N1)CC(=O)NCC1=CC(=CC(=C1)C)C)CC)F